N-((1R,5S,9r)-3-(5-(6-(3-cyanopyrrolo[1,2-b]pyridazin-7-yl)-4-(isopropylamino)pyridin-3-yl)-1,3,4-thiadiazol-2-yl)-3-azabicyclo[3.3.1]non-9-yl)acetamide C(#N)C1=CC=2N(N=C1)C(=CC2)C2=CC(=C(C=N2)C2=NN=C(S2)N2C[C@H]1CCC[C@@H](C2)C1NC(C)=O)NC(C)C